2,3-dimethoxy-7,7-dimethyl-7H-benzo[C]fluoren-5-ol COC1=CC2=C(C(=CC=3C(C=4C=CC=CC4C23)(C)C)O)C=C1OC